OC=1C(NC=NC1C(CC1=CC=C(C=C1)C#CC1=CC=C(C=C1)CN1CCOCC1)C)=O 5-hydroxy-6-(1-(4-((4-(morpholinomethyl)phenyl)ethynyl)phenyl)propan-2-yl)pyrimidin-4(3H)-one